Methyl 2,3-dihydroxybenzoate OC1=C(C(=O)OC)C=CC=C1O